COC(=O)C1=CC=NC2=CC=C(C=C12)C(C)(C)O 6-(2-hydroxy-propan-2-yl)quinoline-4-carboxylic acid methyl ester